E-geraniol CC(C)=CCC\C(\C)=C\CO